(2R)-6-amino-2-[(2R)-2-[(2R)-2-[(3S)-3-amino-3-phenylpropionylamino]-4-methylpentanoylamino]hexanoyl]piperidine-4-carboxylic acid NC1CC(C[C@@H](N1)C([C@@H](CCCC)NC([C@@H](CC(C)C)NC(C[C@@H](C1=CC=CC=C1)N)=O)=O)=O)C(=O)O